COC(CN1CCC(CC1)C(=O)N)C(C)C (2-methoxy-3-methylbutyl)piperidine-4-carboxamide